tert-butyl (S)-(1-((5-(N-(tert-butyl)sulfamoyl)naphthalene-1-yl)amino)-1-oxo-3-(tetrahydro-2H-pyran-4-yl)propan-2-yl)carbamate C(C)(C)(C)NS(=O)(=O)C1=C2C=CC=C(C2=CC=C1)NC([C@H](CC1CCOCC1)NC(OC(C)(C)C)=O)=O